1-vinyl-pseudouridine triphosphate P(O)(=O)(OP(=O)(O)OP(=O)(O)O)OC[C@@H]1[C@H]([C@H]([C@@H](O1)C1=CN(C(=O)NC1=O)C=C)O)O